N-(4-bromopyridin-2-yl)-2-{6-methyl-2,6-diazaspiro[3.3]Heptane-2-yl}acetamide BrC1=CC(=NC=C1)NC(CN1CC2(C1)CN(C2)C)=O